C(C)(C)(C)NC(C1=CC(=C(C=C1)NC1=NC=C(C(=N1)C=1C=NN(C1)C)Cl)OC)=O N-(tert-butyl)-4-((5-chloro-4-(1-methyl-1H-pyrazol-4-yl)pyrimidin-2-yl)amino)-3-methoxybenzamide